tert-butyl (4S,5aR,6S,9R)-2-chloro-12-(ethylthio)-1,4-difluoro-4,5,5a,6,7,8,9,10-octahydro-3,10a,11,13,14-pentaaza-6,9-methanonaphtho[1,8-ab]heptalene-14-carboxylate ClC=1C(=C2N=C(N=C3C2=C([C@H](C[C@@H]2[C@@H]4CC[C@H](CN32)N4C(=O)OC(C)(C)C)F)N1)SCC)F